CCCCCCCCCCCC(CCCCCC)O HEXYLDODECANOL